FC(C(=O)O)(F)F.FC1CCN(C2(CNC2)C1)C 8-fluoro-5-methyl-2,5-diazaspiro[3.5]nonane trifluoroacetate salt